2-chloro-N-(4-(1-((2-(trimethylsilyl)ethoxy)methyl)-1H-pyrazol-4-yl)phenyl)quinazolin-4-amine ClC1=NC2=CC=CC=C2C(=N1)NC1=CC=C(C=C1)C=1C=NN(C1)COCC[Si](C)(C)C